2-(2-((R)-3-(4-(methylsulfonyl)phenethyl)-3-((R or S)-tetrahydrofuran-2-yl)pyrrolidin-1-yl)propan-2-yl)pyridine CS(=O)(=O)C1=CC=C(CC[C@@]2(CN(CC2)C(C)(C)C2=NC=CC=C2)[C@@H]2OCCC2)C=C1 |o1:24|